BrC1=NNC=C1COC bromo-4-(methoxymethyl)pyrazol